4-(2-(2-Aminopyridin-3-yl)-5-(3-methyl-4H-1,2,4-triazol-4-yl)-3H-imidazo[4,5-b]pyridin-3-yl)benzyl acetate C(C)(=O)OCC1=CC=C(C=C1)N1C(=NC=2C1=NC(=CC2)N2C(=NN=C2)C)C=2C(=NC=CC2)N